N'-(7-cyclopentylpyrazolo[1,5-a]pyrimidin-6-yl)urea C1(CCCC1)C1=C(C=NC=2N1N=CC2)NC(N)=O